C(#N)C1=CC(=CC=2N=C(OC21)C=2C(=C(C=CC2)C2=C(C(=CC=C2)C=2OC1=C(N2)C=C(C(=C1)OC(F)F)CN1[C@@H](CCC1)C(=O)O)C)C)CN1CC(C1)(C)C ((2-(3'-(7-cyano-5-((3,3-dimethylazetidin-1-yl)methyl)benzo[d]oxazol-2-yl)-2,2'-dimethyl-[1,1'-biphenyl]-3-yl)-6-(difluoromethoxy)benzo[d]oxazol-5-yl)methyl)-L-proline